C(C)N(C=1C=C(C(NN1)=O)O)C 6-(ethyl-(methyl)amino)-4-hydroxypyridazin-3(2H)-one